5-bromo-2,3-difluoro-4-methyl-benzaldehyde BrC=1C(=C(C(=C(C=O)C1)F)F)C